1-(4-(Benzyloxy)phenyl)-1H-pyrrole-2-carbaldehyde C(C1=CC=CC=C1)OC1=CC=C(C=C1)N1C(=CC=C1)C=O